S1C(=NC=C1)N[C@@H](C)C(=O)O thiazole-2-yl-alanine